4-(6-bromo-2-methyl-4-phenylmethoxyindazol-3-yl)-2-(difluoromethoxy)-N-[(1R,2S)-2-fluorocyclopropyl]-6-methoxybenzamide BrC=1C=C(C2=C(N(N=C2C1)C)C1=CC(=C(C(=O)N[C@H]2[C@H](C2)F)C(=C1)OC)OC(F)F)OCC1=CC=CC=C1